4-[(1R,5S,6r)-3-azabicyclo[3.1.0]hex-6-yl]-1-methyl-2-oxa-3-azabicyclo[3.1.0]hex-3-ene [C@H]12CNC[C@@H]2C1C1=NOC2(CC12)C